1-(1-(ethylsulfonyl)azetidin-3-yl)-1H-pyrazol-4-ol C(C)S(=O)(=O)N1CC(C1)N1N=CC(=C1)O